benzyl ((Z)-((1R,5S,6r)-3-((tert-butyldiphenylsilyl)oxy) bicyclo[3.1.0]hexane-6-carboxamido) (methylthio)methylene)carbamate [Si](C1=CC=CC=C1)(C1=CC=CC=C1)(C(C)(C)C)OC1C[C@H]2C([C@H]2C1)C(=O)N/C(/SC)=N/C(OCC1=CC=CC=C1)=O